CSC=1NC(=C(N1)C=O)[Si](C)(C)C 2-METHYLSULFANYL-5-TRIMETHYLSILANYL-1H-IMIDAZOLE-4-CARBALDEHYDE